ClC=1N=C(C=2OCCNC2N1)NCCC1=CNC2=CC=CC=C12 2-chloro-N-[2-(1H-indol-3-yl)ethyl]-7,8-dihydro-6H-pyrimido[5,4-b](1,4)oxazin-4-amine